4-(1-(m-tolylsulfonyl)-2,3-dihydro-1H-pyrrolo[2,3-c]pyridin-4-yl)benzonitrile C1(=CC(=CC=C1)S(=O)(=O)N1CCC=2C1=CN=CC2C2=CC=C(C#N)C=C2)C